deoxythymidin-3'-yl-3,4,5-tris(octadecyloxy)benzylsuccinate [C@@H]1(C[C@](O)([C@@H](CO)O1)C(C(=O)[O-])(CC(=O)[O-])CC1=CC(=C(C(=C1)OCCCCCCCCCCCCCCCCCC)OCCCCCCCCCCCCCCCCCC)OCCCCCCCCCCCCCCCCCC)N1C(=O)NC(=O)C(C)=C1